O[C@@H]1CC[C@H](CC1)CNC(=O)C1=CC2=C(N(C(=N2)NC=2SC3=C(N2)C=CC(=C3)Cl)C)C=C1 2-(6-Chloro-benzothiazol-2-ylamino)-1-methyl-1H-benzoimidazole-5-carboxylic acid (trans-4-hydroxy-cyclohexylmethyl)-amide